N=1C=CN2C1C1=CC=CC=C1C=C2 Imidazo[2,1-a]isoquinoline